tert-Butyl(trans-4-(2-oxoethyl)cyclohexyl)carbamate C(C)(C)(C)OC(N[C@@H]1CC[C@H](CC1)CC=O)=O